4-(benzo[d][1,3]dioxol-5-yloxy)-6-chloro-8-methyl-quinazoline O1COC2=C1C=CC(=C2)OC2=NC=NC1=C(C=C(C=C21)Cl)C